1-((1S,3S)-3-butyl-1-(4-(cyclobutylamino)phenyl)-6-methoxy-3,4-dihydroisoquinolin-2(1H)-yl)-3-(trimethylsilyl)prop-2-yn-1-one C(CCC)[C@@H]1N([C@H](C2=CC=C(C=C2C1)OC)C1=CC=C(C=C1)NC1CCC1)C(C#C[Si](C)(C)C)=O